2-phosphonomethyl-pentanedioic acid P(=O)(O)(O)CC(C(=O)O)CCC(=O)O